COC(CCO)O 3-Methoxy-1,3-Propandiol